FC1=CC=C2C(N3C(NC2=C1)C(C1=CC(=CC=C13)C#N)O)=O 3-Fluoro-6-hydroxy-12-oxo-5,5a,6,12-tetrahydroindolo[2,1-b]quinazoline-8-carbonitrile